FC1=C(C(=C(C#N)C=C1)C)C1=CC=C(C=2OCCOC21)C(=O)N2[C@@H](C/C(/C2)=N/OC)CO 4-Fluoro-3-(8-((S,Z)-2-(hydroxymethyl)-4-(methoxyimino)pyrrolidine-1-carbonyl)-2,3-dihydrobenzo[b][1,4]dioxin-5-yl)-2-methylbenzonitrile